(R)-3-[2-[3-(4-aminopteridin-6-yl)phenyl]ethynyl]-3-hydroxy-1-methyl-pyrrolidin-2-one NC1=NC=NC2=NC=C(N=C12)C=1C=C(C=CC1)C#C[C@]1(C(N(CC1)C)=O)O